C(C)N1N=CC(=C1)C1=NN(C(=C1C)NC(=O)N[C@@H]1CN(C[C@H]1C1=CC(=CC=C1)F)CCOC)C1=CC=CC=C1 1-(1'-ethyl-4-methyl-1-phenyl-1H,1'H-[3,4'-bipyrazol]-5-yl)-3-((3S,4R)-4-(3-fluorophenyl)-1-(2-methoxyethyl)pyrrolidin-3-yl)urea